OC(CN(CCCCC(=O)OCCN1CCN(CC1)CCSSCCCCN(CC(CCCCCC\C=C/CCCCCCCC)O)CC(CCCCCC\C=C/CCCCCCCC)O)CC(CCCCCCCCCC)O)CCCCCCCCCC 2-(4-(2-((4-(Bis((Z)-2-hydroxyoctadec-9-en-1-yl)amino)butyl)disulfaneyl)ethyl)piperazin-1-yl)ethyl 5-(bis(2-hydroxydodecyl)amino)pentanoate